(R)-3-((5-((8-acetyl-3-oxo-2,8-diazaspiro[4.5]decan-2-yl)methyl)-2-chloropyrimidin-4-yl)oxy)-10-methyl-9,10,11,12-tetrahydro-8H-[1,4]diazepino[5',6':4,5]thieno[3,2-f]quinoxalin-8-one C(C)(=O)N1CCC2(CC(N(C2)CC=2C(=NC(=NC2)Cl)OC2=NC=3C=CC4=C(C3N=C2)C2=C(S4)C(N[C@@H](CN2)C)=O)=O)CC1